C(C)OC(=O)C1=NC(=NC(=C1[N+](=O)[O-])N(C)[C@H](C(=O)OC(C)(C)C)C)Cl.N[C@H]1CN(C[C@H](C1)C)C1=C2C=CC=NC2=C(C=C1)C(=O)N 5-((3R,5S)-3-amino-5-methylpiperidin-1-yl)quinoline-8-carboxamide Ethyl-(S)-6-((1-(tert-butoxy)-1-oxopropan-2-yl)(methyl)amino)-2-chloro-5-nitro-pyrimidine-4-carboxylate